CN1N=C(N=C1N1[C@H](CCCC1)C)C=1C=C2CN(C(C2=CC1)=O)C1C(NC(CC1)=O)=O 3-(5-(1-methyl-5-((S)-2-methylpiperidin-1-yl)-1H-1,2,4-triazol-3-yl)-1-oxoisoindolin-2-yl)piperidine-2,6-dione